5-chloro-1-(4-methylbenzenesulfonyl)-1H-pyrazolo[4,3-b]pyridine ClC1=CC=C2C(=N1)C=NN2S(=O)(=O)C2=CC=C(C=C2)C